C(#N)C=1C=C(C=CC1)C=1N=C(SC1C1=CC(=NC(=C1)C)C)NC(=O)N1CCC2(CCC(N2)=O)CC1 N-[4-(3-cyanophenyl)-5-(2,6-dimethyl-4-pyridinyl)thiazol-2-yl]-2-oxo-1,8-diazaspiro[4.5]decane-8-carboxamide